O1CCN(CC1)C1=CCCCC1 1-morpholinocyclohexene